aluminum germanium phosphate P(=O)([O-])([O-])[O-].[Ge+2].[Al+3]